C1(=CC=CC2=CC=CC=C12)[C@@]12CNC[C@H]2C1 (1R,5S)-1-(naphthalen-1-yl)-3-aza-bicyclo[3.1.0]hexane